O=C(CC(=O)[O-])CC.[Zn+2].O=C(CC(=O)[O-])CC zinc(II) 3-oxopentanoate